FC1(CC(C1)C=1C=CC(=NC1F)C(NC(=O)C1N(CC(C1)F)C(CN1C(NC(C(=C1)C)=O)=O)=O)C1=CC=CC=C1)F N-{[5-(3,3-difluorocyclobutyl)-6-fluoropyridin-2-yl](phenyl)methyl}-4-fluoro-1-[2-(5-methyl-2,4-dioxo-1,2,3,4-tetrahydropyrimidin-1-yl)acetyl]pyrrolidine-2-carboxamide